2,3,5-triglycidyloxymethylstyrene C(C1CO1)OCC1=C(C=C)C=C(C=C1COCC1CO1)COCC1CO1